C(C)OC=1C(=CNC(C1)=O)C1=CC(=C(C=C1)CC(=O)N)F 2-(4-(4-ethoxy-6-oxo-1,6-dihydropyridin-3-yl)-2-Fluorophenyl)acetamide